BrC1=C(C=CC=C1)S(=O)(=O)NC1=CC=C(C=C1)C(\C=C\C1=CC=C(C=C1)O)=O 2-Bromo-N-[4-[(E)-3-(4-hydroxyphenyl)prop-2-enoyl]phenyl]benzenesulfonamide